C(C)(C)(C)OC(=O)N[C@H](C(=O)O)C(C)C1CCCCC1 (2S)-2-(tert-butoxycarbonyl-amino)-3-cyclohexyl-butanoic acid